C1=CC=CC=2C3=CC=CC=C3C(C12)COC(=O)C(CCC[C@H](N)C(=O)O)N epsilon-[(9H-fluorene-9-ylmethoxy)carbonyl]-L-lysine